trioxatridecan OOOCCCCCCCCCC